5-chloro-3-methylpyrazolo[1,5-a]pyrimidine ClC1=NC=2N(C=C1)N=CC2C